9,10-bis(methoxycarbonyldodecyloxy)anthracene COC(=O)CCCCCCCCCCCCOC=1C2=CC=CC=C2C(=C2C=CC=CC12)OCCCCCCCCCCCCC(=O)OC